C(#N)C1CN(C1)S(=O)(=O)N1C[C@H](CCC1)C(=O)N1[C@H](CCC1)C(=O)N[C@H]1CCC2=C(C=CC=C12)OC 1-(((3S)-1-((3-cyano-1-azetidinyl)sulfonyl)-3-piperidinyl)carbonyl)-N-((1S)-4-methoxy-2,3-dihydro-1H-inden-1-yl)-D-prolinamide